N=1NC=C2C1CN(C2)C2=NC=CC(=N2)C2=NC=CC(=N2)C#CN2N=CC1=CC=CC=C21 ((2'-(2,6-dihydropyrrolo[3,4-c]pyrazol-5(4H)-yl)-[2,4'-bipyrimidin]-4-yl)ethynyl)-1H-indazole